Tert-butyl (3S,5R)-3-[[4-[6-(3,5-dimethylisoxazol-4-yl)-1H-pyrrolo[2,3-b]pyridin-3-yl]-5-(trifluoromethyl)pyrimidin-2-yl]amino]-5-(methylcarbamoyl)piperidine-1-carboxylate CC1=NOC(=C1C1=CC=C2C(=N1)NC=C2C2=NC(=NC=C2C(F)(F)F)N[C@@H]2CN(C[C@@H](C2)C(NC)=O)C(=O)OC(C)(C)C)C